C(C)(C)C=1C=C(C=CC1)C1=NN=C(S1)[C@H](C)N1C(OC2=C(C1=O)N=CC=C2OC)=O (S)-3-(1-(5-(3-isopropylphenyl)-1,3,4-thiadiazol-2-yl)ethyl)-8-methoxy-2H-pyrido[2,3-e][1,3]oxazine-2,4(3H)-dione